CC(=O)N[C@@H]1[C@H]([C@H](O[C@@H]([C@H]1O)C(=O)[O-])OP(=O)([O-])OP(=O)([O-])OC[C@@H]2[C@H]([C@H]([C@@H](O2)N3C=CC(=O)NC3=O)O)O)NC(=O)C The molecule is trianion of UDP-2,3-diacetamido-2,3-dideoxy-alpha-D-glucuronic acid arising from deprotonation of carboxylic acid and diphosphate functions. It is a conjugate base of an UDP-2,3-diacetamido-2,3-dideoxy-alpha-D-glucuronic acid.